C1(CC1)N1N=CC(=C1)C#CC=1C(=CC(=NC1)C=1C(=NC(=NC1)C=1C=NN(C1)S(=O)(=O)C1CC1)N)N1CCC(CC1)(C)CN(C)C (5-((1-cyclopropyl-1H-pyrazol-4-yl)ethynyl)-4-(4-((dimethylamino)methyl)-4-methylpiperidin-1-yl)pyridin-2-yl)-2-(1-(cyclopropylsulfonyl)-1H-pyrazol-4-yl)pyrimidin-4-amine